5-amino-2-[(2,5-dimethyl-oxazol-4-yl)methyl]-8-(2,6-dimethyl-4-pyridinyl)-7-(4-fluorophenyl)-[1,2,4]triazolo[4,3-c]pyrimidin-3-one NC1=NC(=C(C=2N1C(N(N2)CC=2N=C(OC2C)C)=O)C2=CC(=NC(=C2)C)C)C2=CC=C(C=C2)F